6-((3-(2,3-dichloro-6-fluorophenyl)pyrrolidin-3-yl)amino)-3-(methyl-d3)quinazolin-4(3H)-one hydrochloride Cl.ClC1=C(C(=CC=C1Cl)F)C1(CNCC1)NC=1C=C2C(N(C=NC2=CC1)C([2H])([2H])[2H])=O